FC1=C2O[C@@H](CCNC(OCC=3C=CC=C(C4=NNC(=C1)C4=C2)N3)=O)C (13R)-16-fluoro-13-methyl-8,14-dioxa-10,19,20,23-tetraazatetracyclo[13.5.2.12,6.018,21]tricosa-1(20),2,4,6(23),15,17,21-heptaen-9-one